1-butyryl-2-linoleoyl-3-oleoylglycerol C(CCC)(=O)OCC(OC(CCCCCCC\C=C/C\C=C/CCCCC)=O)COC(CCCCCCC\C=C/CCCCCCCC)=O